methyl (2R)-3-[[4-(acetyloxy)butanoyl]sulfanyl]-2-(3-[[(4R)-2,2,5,5-tetramethyl-1,3-dioxan-4-yl]formamido]-propanamido)propanoate C(C)(=O)OCCCC(=O)SC[C@@H](C(=O)OC)NC(CCNC(=O)[C@@H]1OC(OCC1(C)C)(C)C)=O